(S)-N-(4-(2H-tetrazol-5-yl)phenyl)-2-(4-(5-chloro-2-(4-(trifluoromethyl)-1H-1,2,3-triazol-1-yl)phenyl)-5-methoxy-2-oxopyridin-1(2H)-yl)-3-phenylpropionamide N=1NN=NC1C1=CC=C(C=C1)NC([C@H](CC1=CC=CC=C1)N1C(C=C(C(=C1)OC)C1=C(C=CC(=C1)Cl)N1N=NC(=C1)C(F)(F)F)=O)=O